3-((4aS,5aS)-3-((1,1,1-trifluoro-2-methylpropan-2-yl)carbamoyl)-4,4a,5,5a-tetrahydro-1H-cyclopropa[4,5]cyclopenta[1,2-c]pyrazol-1-yl)pyrazine FC(C(C)(C)NC(=O)C=1C2=C(N(N1)C=1C=NC=CN1)[C@@H]1[C@H](C2)C1)(F)F